(3S)-3-pyrrolidin-1-ylpiperidine N1(CCCC1)[C@@H]1CNCCC1